OC1=C(C(=O)C2=CC=CC=C2)C=C(C(=C1)O)C=O 2,4-dihydroxy-5-formyl-benzophenone